1-Amino-6-(2-fluoro-6-methylphenyl)-4-(5-(piperazin-1-yl)pyridin-2-yl)isoquinoline-7-carbonitrile NC1=NC=C(C2=CC(=C(C=C12)C#N)C1=C(C=CC=C1C)F)C1=NC=C(C=C1)N1CCNCC1